N-(3-(aminomethyl)-5-fluorophenyl)-1H-pyrazol-3-amine trifluoroacetate FC(C(=O)O)(F)F.NCC=1C=C(C=C(C1)F)NC1=NNC=C1